ClC1=C(C=C(C=C1N1[C@H](CN(CC1)C1CN(C1)C1COC1)C)C#N)NC1=NC=2N(C(=N1)NC1CC1)N=CC2C#N 2-({2-Chloro-5-cyano-3-[(2S)-2-methyl-4-[1-(oxetan-3-yl)azetidin-3-yl]piperazin-1-yl]phenyl}amino)-4-(cyclopropylamino)pyrazolo[1,5-a][1,3,5]triazine-8-carbonitrile